C1(=CC=CC=C1)N1N(N(CC=C1)Br)C1=CC=CC=C1 1,2-diphenyl-3-bromotriazine